FC(COP(=O)(F)F)F.OC[C@@H](C)N1N=CC=C1C1=CC=CC(=N1)NC(=O)C1=NC2=CC=CC=C2C=C1 (R)-N-(6-(1-(1-hydroxy-prop-2-yl)-1H-pyrazol-5-yl)pyridin-2-yl)quinoline-2-carboxamide 2,2-difluoroethyl-difluorophosphate